N1C=C(C2=CC=CC=C12)C=CC1=CC=NC2=CC=CC=C12 4-[2-(1H-indol-3-yl)vinyl]quinoline